O1C(=CC2=C1C=CC=C2)C=2C(=NC(=NC2)OC)OC 5-(benzofuran-2-yl)-2,4-dimethoxypyrimidine